BrC(=CC=O)Br Dibromoacrolein